CC1=CC=CC(=N1)C1=C(N=CN1)C=1C=C2C=C(C=NC2=CC1)NCCN1C[C@@H](CC1)C(=O)O[C@H]1CN(CC1)C (R)-1-methylpyrrolidin-3-yl (R)-1-(2-((6-(5-(6-methylpyridin-2-yl)-1H-imidazol-4-yl)quinolin-3-yl)amino)ethyl)pyrrolidine-3-carboxylate